NC=1C=C2C=NN(C2=C(C1)OC1=CC=C(C=C1)N1C(N(C=C1)C)=O)C 1-[4-(5-amino-1-methyl-indazol-7-yl)oxyphenyl]-3-methyl-imidazol-2-one